N-(6-bromo-2,3-dihydrobenzofuran-3-yl)-6-fluoro-N-((5-(trifluoromethyl)pyridin-2-yl)methyl)nicotinamide BrC1=CC2=C(C(CO2)N(C(C2=CN=C(C=C2)F)=O)CC2=NC=C(C=C2)C(F)(F)F)C=C1